(E)-1-(methoxymethyl)-7-(trifluoromethanesulfonyl)-1H-indazole COCN1N=CC2=CC=CC(=C12)S(=O)(=O)C(F)(F)F